Magnesium maleat C(\C=C/C(=O)[O-])(=O)[O-].[Mg+2]